ClC=1C(=CC(=C(C1)N(C(=O)[C@@H]1CC=2C=NC=CC2N1C1=NC(=CC(=C1)C(F)(F)F)C)C([2H])([2H])[2H])F)F (S)-N-(5-chloro-2,4-difluorophenyl)-N-(methyl-d3)-1-(6-methyl-4-(trifluoromethyl)pyridin-2-yl)-2,3-dihydro-1H-pyrrolo[3,2-c]pyridine-2-carboxamide